CC1=C(C(=O)OC(C(C)(C)C)OS(=O)(=O)ON2[C@@H]3CC[C@H](N(C2=O)C3)C(N)=O)C(=CC=C1)C (((((1R,2S,5R)-2-carbamoyl-7-oxo-1,6-diazabicyclo[3.2.1]oct-6-yl) oxy) sulfonyl) oxy)-2,2-dimethylpropyl 2,6-dimethylbenzoate